FC(C1=C(C=CC=C1)S(=O)(=O)ON1C(C(=C(C1=O)C1=CC=CC=C1)C1=CC=CC=C1)=O)(F)F N-(2-trifluoromethylphenylsulfonyloxy)diphenylmaleimide